Cl.N1=C(C=CC=C1)C1(CNCCC1)NC(OC)=O methyl (3-(pyridin-2-yl)piperidin-3-yl)carbamate hydrochloride